C(C1=CC=CC=C1)NC(N(C1=CC=C(C=C1)B1OC(C(O1)(C)C)(C)C)C1CCC(CC1)NC1=NC=C(C=C1)C#N)=O 3-benzyl-1-((1r,4r)-4-((5-cyanopyridine-2-yl)amino)cyclohexyl)-1-(4-(4,4,5,5-tetramethyl-1,3,2-dioxaborolan-2-yl)phenyl)urea